9-(2-(4-fluorophenoxy)ethyl)-9H-purin-6-amine FC1=CC=C(OCCN2C3=NC=NC(=C3N=C2)N)C=C1